N[C@H](C)C=1C=C(C=CC1)C=1C=C2C(=NN(C2=CC1)C(C)C)COC1=C(C=CC=C1)CC(=O)OCC (R)-ethyl 2-(2-((5-(3-(1-aminoethyl)phenyl)-1-isopropyl-1H-indazol-3-yl)methoxy)phenyl)acetate